N-methyl-N-isopropyltryptamine-4-glutarate CN(CCC1=CNC2=CC=CC(=C12)C(CCC(=O)[O-])C(=O)[O-])C(C)C